6-methyl-7-oxa-1-thioxo-4-azaspiro[4.4]nonane CC1C2(NCCC2=S)CCO1